ortho-tolyl-ethanol C1(=C(C=CC=C1)C(C)O)C